3-(methylsulfonamido)naphthalen CS(=O)(=O)NC=1C=CC2=CC=CC=C2C1